6-(4-nitrophenyl)imidazo[2,1-b]thiazole [N+](=O)([O-])C1=CC=C(C=C1)C=1N=C2SC=CN2C1